2-(1-(3,3-dimethyl cyclohexyl)ethoxy)-2-methylpropyl propionate C(CC)(=O)OCC(C)(C)OC(C)C1CC(CCC1)(C)C